2-(n-heptyl)cyclopentanone C(CCCCCC)C1C(CCC1)=O